OC1(COC1)C1=CC=C(C=C1)C(=O)N1CCC(CC1)NC=1OC2=C(C1)C=CC(=C2)C(F)(F)F (4-(3-hydroxyoxetan-3-yl)phenyl)(4-((6-(trifluoromethyl)benzofuran-2-yl)amino)piperidin-1-yl)methanone